NC1=NC(=CC(=N1)N1CCC2(C[C@H](NC2)C(=O)OCC)CC1)O[C@@H](C(F)(F)F)C1=C(C=C(C=C1)Cl)C1=CC=C(C=C1)S(=O)(=O)C (S)-ethyl 8-(2-amino-6-((R)-1-(5-chloro-4'-(methylsulfonyl)-[1,1'-biphenyl]-2-yl)-2,2,2-trifluoroethoxy)pyrimidin-4-yl)-2,8-diazaspiro[4.5]decane-3-carboxylate